2-methyl-2-propanyl (2,2-dimethyl-1,3-dioxan-5-yl)methylcarbamate CC1(OCC(CO1)CNC(OC(C)(C)C)=O)C